N1=C(C=NC=C1)[C@@H](C)NC(=O)[C@@H]1CN(CC[C@H]1NC(=O)C1=NOC(=C1)C1=C(C=C(C=C1)F)F)C1CCCCC1 |o1:11,16| (3R*,4R*)-1-Cyclohexyl-4-{[5-(2,4-difluoro-phenyl)-isoxazole-3-carbonyl]-amino}-piperidine-3-carboxylic acid ((R)-1-pyrazin-2-yl-ethyl)-amide